tris(2,3,4-trifluorophenyl)borane lithio-4-(2-methoxy-4-{6-oxo-2H,4H,5H,6H,7H-pyrazolo[3,4-b]pyridin-4-yl}phenoxymethyl)-3-(trifluoromethyl)benzoate [Li]C1=C(C(=O)O)C=CC(=C1C(F)(F)F)COC1=C(C=C(C=C1)C1C=2C(NC(C1)=O)=NNC2)OC.FC2=C(C=CC(=C2F)F)B(C2=C(C(=C(C=C2)F)F)F)C2=C(C(=C(C=C2)F)F)F